C12(NCCC(C1)C2)C(=O)[O-] azabicyclo[3.1.1]heptane-carboxylate